gamma-(2,3-epoxypropoxy)Propyl-trimethoxysilane C(C1CO1)OCCC[Si](OC)(OC)OC